(E)-4-(7-morpholino-5-(3-(m-tolyl)-1H-pyrazol-1-yl)furo[3,2-b]pyridin-2-yl)but-3-ene O1CCN(CC1)C1=C2C(=NC(=C1)N1N=C(C=C1)C=1C=C(C=CC1)C)C=C(O2)/C=C/CC